FC1=C(C(=C(C(=C1F)F)F)F)OC(COCCOCCOCCOCCO)=O 14-hydroxy-3,6,9,12-tetraoxatetradecanoic acid perfluorophenyl ester